CNC(=O)C1=CC=C(C=C1)C=1N=C2SC3=C(N2C1)C=CC(=C3)C(=O)OCC Ethyl 2-(4-(methylcarbamoyl)phenyl)benzo[d]imidazo[2,1-b]thiazole-7-carboxylate